monodecanyl ether C(CCCCCCCCC)OCCCCCCCCCC